5-[(4-ACETYLPHENYL)AMINO]-5-OXOPENTANOIC ACID C(C)(=O)C1=CC=C(C=C1)NC(CCCC(=O)O)=O